ClC=1C=CC=C(C1OC=1C=C2C(=CC(=NC2=CC1)C=1C=NC(=CC1)F)C)Cl 3,5-dichloro-4-((4-methyl-2-(6-fluoropyridin-3-yl)quinolin-6-yl)oxy)benzene